N-(1-(2-hydroxy-2-methylpropyl)-3-(pyridin-2-yl)-1H-pyrazol-4-yl)-5-(1H-pyrazol-4-yl)furan-2-carboxamide OC(CN1N=C(C(=C1)NC(=O)C=1OC(=CC1)C=1C=NNC1)C1=NC=CC=C1)(C)C